C1(CC1)N(C(=O)N1[C@H]2[C@H](N(C[C@@H]1CC2)C(N(C2=CC=CC=C2)C2=CC=CC=C2)=O)C(=O)O)CC2=CSC=C2 (1R,2S,5S)-8-(cyclopropyl-(thiophene-3-yl-methyl)carbamoyl)-3-(diphenylcarbamoyl)-3,8-diazabicyclo[3.2.1]octane-2-carboxylic acid